water propionate C(CC)(=O)O.O